(R)-(1,1-difluoro-5-phenylpent-1-en-3-yl)(4-methoxyphenyl)sulfanilamide FC(=C[C@@H](CCC1=CC=CC=C1)C=1C(=C(S(=O)(=O)N)C=CC1N)C1=CC=C(C=C1)OC)F